methyl trans-4-[(5-fluoro-2-methyl-benzimidazol-1-yl)methyl]cyclohexanecarboxylate FC1=CC2=C(N(C(=N2)C)C[C@@H]2CC[C@H](CC2)C(=O)OC)C=C1